FC(C1=NN(C=C1NC(=O)C=1C=NN2C1N=CC=C2)C2CCC(CC2)C=O)F N-(3-(difluoromethyl)-1-((1r,4r)-4-formylcyclohexyl)-1H-pyrazol-4-yl)pyrazolo[1,5-a]pyrimidine-3-carboxamide